(S)-3-(2-fluoro-phenyl)-N-[1-(3-pyrazol-1-yl-phenyl)-ethyl]-acrylamide FC1=C(C=CC=C1)C=CC(=O)N[C@@H](C)C1=CC(=CC=C1)N1N=CC=C1